COC(=O)[C@@H]1CC[C@@H](CC1)OC1=CC=CC=C1 Cis-4-phenoxy-cyclohexanecarboxylic acid methyl ester